FC=1C=C(C=C(C1)F)C1CC=NN1C(=O)C1CCN(CC1)C1=NC=CC(=C1)C1=C(C=CC(=C1)OCCCCCO)F (5-(3,5-difluorophenyl)-4,5-dihydro-1H-pyrazol-1-yl)(1-(4-(2-fluoro-5-((5-hydroxypentyl)oxy)phenyl)pyridin-2-yl)piperidin-4-yl)methanone